FC=1C(=CC2=C(C(=CO2)C(=O)N)C1)C1=NN=NN1 5-fluoro-6-(1H-tetrazol-5-yl)benzofuran-3-carboxamide